(R)-1-(6-iodo-8-(4-(trifluoromethoxy)phenyl)quinoxalin-5-yl)ethane-1,2-diol IC=1C(=C2N=CC=NC2=C(C1)C1=CC=C(C=C1)OC(F)(F)F)[C@H](CO)O